N-[(1R)-1-[3-(1,1-difluoro-2-methoxy-ethyl)-2-fluoro-phenyl]ethyl]-1-(2-fluoroPhenyl)-6-oxo-pyridazine-3-carboxamide lithium [Li].FC(COC)(F)C=1C(=C(C=CC1)[C@@H](C)NC(=O)C1=NN(C(C=C1)=O)C1=C(C=CC=C1)F)F